C(C)(=O)N[C@H]1[C@H](CC[C@H](C1)N(C)C(C)C)N1C([C@H](CC1)NC(OCC1=CC=CC=C1)=O)=O benzyl ((S)-1-((1S,2R,4R)-2-acetamido-4-(isopropyl(methyl)amino)cyclohexyl)-2-oxopyrrolidin-3-yl)carbamate